BrC1=C(C=C(C=C1)Cl)C(C(O)O)=O 1-(2-bromo-5-chlorophenyl)-2,2-dihydroxyethan-1-one